[PH2]([O-])=O.[Li+] lithium phosphinic acid salt